N-(1H-benzo[D]imidazol-2-yl)-4-fluorobenzamide N1C(=NC2=C1C=CC=C2)NC(C2=CC=C(C=C2)F)=O